C(C=C)(=O)OCCOC1C2C3CC=CC3C(C1)C2 2-(tricyclo[5.2.1.02,6]dec-3-en-8-yloxy)ethyl acrylate